[N+](=O)([O-])C1=CC(=CC=2OC[C@@H](SC21)C2CCC1(OCCO1)CC2)S(=O)(=O)N (S)-5-nitro-3-(1,4-dioxaspiro[4.5]decan-8-yl)-2,3-dihydrobenzo[b][1,4]oxathiine-7-sulfonamide